(4-chlorophenyl)-3-(1-hydroxybut-2-yl)-8-(pyridin-3-yl)pyrido[3,4-d]pyrimidin-4(3H)-one ClC1=CC=C(C=C1)C=1N(C(C2=C(N1)C(=NC=C2)C=2C=NC=CC2)=O)C(CO)CC